CC1(CNC1)C(=O)O 3-methylazetidin-3-carboxylic acid